1,6-di-tert-butylpyrene C(C)(C)(C)C1=CC=C2C=CC3=C(C=CC4=CC=C1C2=C34)C(C)(C)C